ClC=1C(N(N=CC1NC[C@@H]1COCCC1)C1CCC(CC1)S(=O)(=O)N1CCCC1)=O 4-chloro-2-((1s,4S)-4-(pyrrolidin-1-ylsulfonyl)cyclohexyl)-5-((((R)-tetrahydro-2H-pyran-3-yl)methyl)amino)pyridazin-3(2H)-one